tert-butyl (N-(4-((6,7-dimethoxy-3-methyl-4-oxo-3,4-dihydrophthalazin-1-yl)methyl)phenyl)sulfamoyl)carbamate COC=1C=C2C(N(N=C(C2=CC1OC)CC1=CC=C(C=C1)NS(=O)(=O)NC(OC(C)(C)C)=O)C)=O